(E)-4-(methylsulfonyl)but-3-en-2-amine CS(=O)(=O)/C=C/C(C)N